tert-butyl 2-(2-((4'-(4,4,5,5-tetramethyl-1,3,2-dioxaborolan-2-yl)-[1,1'-biphenyl]-4-yl)methoxy)ethoxy)acetate CC1(OB(OC1(C)C)C1=CC=C(C=C1)C1=CC=C(C=C1)COCCOCC(=O)OC(C)(C)C)C